3-(2-methylpyrimidin-5-yl)-3-(1-(trifluoromethyl)cyclopropyl)propanamide CC1=NC=C(C=N1)C(CC(=O)N)C1(CC1)C(F)(F)F